CN1C(NC(C=2NC(=NC12)CNC(OC(C)(C)C)=O)=O)=O tert-butyl (3-methyl-2,6-dioxo-2,3,6,7-tetrahydro-1H-purin-8-yl)methylcarbamate